CN1C[C@H](CC1)COC1=C2C(=NC=C1)NC=C2C=2C=NC=NC2 4-[[(3S)-1-methylpyrrolidin-3-yl]methoxy]-3-pyrimidin-5-yl-1H-pyrrolo[2,3-b]pyridine